CC(C)(C)N1C(=O)C2=CC=CC=C2C1=O N-tert-butylphthalimide